N-[(2S,3R,4S)-2-[(2,3'-difluoro[1,1'-biphenyl]-3-yl)methyl]-4-fluoro-1-(2-methylpropanoyl)pyrrolidin-3-yl]cyclopropanesulfonamide FC1=C(C=CC=C1C[C@@H]1N(C[C@@H]([C@@H]1NS(=O)(=O)C1CC1)F)C(C(C)C)=O)C1=CC(=CC=C1)F